C(CCC)N1N=CC(=C1)C1=CC(=CC2=C1N(C=N2)CCC[C@H]2NCCC[C@@H]2O)Cl (2R,3S)-2-(3-(7-(1-butyl-1H-pyrazol-4-yl)-5-chloro-1H-benzo[d]imidazol-1-yl)propyl)piperidin-3-ol